tert-butyl n-propyl-vinyl ether C(CC)C=COC(C)(C)C